N-{(2S,3R)-4,4-difluoro-2-[(2-fluoro[1,1'-biphenyl]-3-yl)methyl]-1-[(2R)-oxolane-2-carbonyl]pyrrolidin-3-yl}ethanesulfonamide FC1([C@@H]([C@@H](N(C1)C(=O)[C@@H]1OCCC1)CC=1C(=C(C=CC1)C1=CC=CC=C1)F)NS(=O)(=O)CC)F